N-butyl-nitrooxyethyl-ammonium nitrate [N+](=O)([O-])[O-].C(CCC)[NH2+]CCO[N+](=O)[O-]